tert-Butyl 3-(4-(1,1-difluoro-2-hydroxy-2-methylpropoxy)-7-(5-fluoropyridin-2-yl)benzo[d]oxazol-2-yl)-3,6-diazabicyclo[3.1.1]heptane-6-carboxylate FC(C(C)(C)O)(OC1=CC=C(C2=C1N=C(O2)N2CC1N(C(C2)C1)C(=O)OC(C)(C)C)C1=NC=C(C=C1)F)F